2-methyl-P-cyanophosphazole CN1P(C=CC1)C#N